FC1=C(CN2[C@@H](CCC2=O)CC(=O)N[C@@H](C(=O)NCCC(=O)OC)C(C)C)C=CC=C1F |o1:14| Methyl 3-((R*)-2-(2-((S)-1-(2,3-difluorobenzyl)-5-oxopyrrolidin-2-yl)acetamido)-3-methylbutanamido)propanoate